N-(5-((4-chlorobenzyl)oxy)-1,3,4-thiadiazol-2-yl)-3-morpholino-isonicotinamide ClC1=CC=C(COC2=NN=C(S2)NC(C2=C(C=NC=C2)N2CCOCC2)=O)C=C1